ClC1=CC=C(C=C1)CC(C(=O)O)(C)C 3-(4-chlorophenyl)-2,2-dimethylpropionic acid